BrC1=CC=C(OCC(C)(N)C)C=C1 1-(4-bromophenoxy)-2-methylpropan-2-amine